C[C@H]1[C@@H](CCC(=C1)C)C=O |r| (1RS,2RS)-2,4-dimethyl-3-cyclohexene-1-carbaldehyde